C(C=C)(=O)OCCC1C(OC1)C(F)(F)F 3-(acryloxyethyl)-2-trifluoromethyloxetane